NC(CO)C(C(C(COCC1=CC=CC=C1)O)OCC1=CC=CC=C1)OCC1=CC=CC=C1 2-amino-3,4,6-tris(benzyloxy)hexane-1,5-diol